exo-ethyl 2-oxobicyclo[4.1.0]heptane-7-carboxylate O=C1C2C(C2CCC1)C(=O)OCC